(R)-ethyl 2-(2-((6-(1-aminoisoquinolin-7-yl)-2,3-dihydro-1H-inden-1-yl)oxy)-4-fluorophenyl)acetate NC1=NC=CC2=CC=C(C=C12)C1=CC=C2CC[C@H](C2=C1)OC1=C(C=CC(=C1)F)CC(=O)OCC